N-[3-chloro-4-[4-(3-hydroxypiperidine-3-carbonyl)piperazine-1-carbonyl]phenyl]-1-methyl-5-[1-(pyridin-3-ylmethyl)-3-(trifluoromethyl)pyrazol-4-yl]imidazole-2-carboxamide ClC=1C=C(C=CC1C(=O)N1CCN(CC1)C(=O)C1(CNCCC1)O)NC(=O)C=1N(C(=CN1)C=1C(=NN(C1)CC=1C=NC=CC1)C(F)(F)F)C